(2S,4S)-4-fluoro-1-[2-[4-[[8-(trifluoromethyl)-4-quinolinyl]amino]-1-piperidinyl]acetyl]pyrrolidine-2-carbonitrile F[C@H]1C[C@H](N(C1)C(CN1CCC(CC1)NC1=CC=NC2=C(C=CC=C12)C(F)(F)F)=O)C#N